palladium (i) bromo(tri-tert-butylphosphine) BrCC(C)(C)P(C(C)(C)C)C(C)(C)C.[Pd+]